4-(2,4-difluorobenzyl)-1H-pyrazole-1-carboxamide FC1=C(CC=2C=NN(C2)C(=O)N)C=CC(=C1)F